N[C@H](C(=O)O)C1=CC(=C(C=C1)O)I (S)-2-amino-2-(4-hydroxy-3-iodophenyl)acetic acid